Europium(II) (bis-tetrahydrofurane) O1CCCC1.O1CCCC1.[Eu+2]